C(C)N1C(=NC2=C(C1=O)C=CN2C(C)C)NC2=CC=CC=C2 3-ethyl-7-isopropyl-2-(phenylamino)-3,7-dihydro-4H-pyrrolo[2,3-d]pyrimidin-4-one